5-{2-[4-Chloro-2-(5-methoxychinolin-8-sulfonamido)phenyl]ethynyl}pyridin ClC1=CC(=C(C=C1)C#CC=1C=CC=NC1)NS(=O)(=O)C=1C=CC(=C2C=CC=NC12)OC